(3-(6-(1-(2,2-difluorobenzo[d][1,3]dioxol-5-yl)cyclopropane-1-carboxamido)-3-methylpyridin-2-yl)benzoyl)glycine FC1(OC2=C(O1)C=CC(=C2)C2(CC2)C(=O)NC2=CC=C(C(=N2)C=2C=C(C(=O)NCC(=O)O)C=CC2)C)F